NC[C@H](CC1=CC(=CC=C1)F)NC(=O)C=1SC(=C(C1)C=1N(N=CC1Cl)C)Cl N-[(1S)-1-(aminomethyl)-2-(3-fluorophenyl)ethyl]-5-chloro-4-(4-chloro-2-methylpyrazol-3-yl)thiophene-2-carboxamide